C(C)(C)C1=C(C(C=C1)(C(C)C)[Ba]C1(C(=C(C=C1)C(C)C)C(C)C)C(C)C)C(C)C Bis(tri-iso-propyl-cyclopentadienyl)Barium(II)